O1CCCC12CCN(CC2)CC2=CC=C(C=C2)CC=2C=1C3=C(C(N(C3=CC2)C2C(NC(CC2)=O)=O)=O)C=CC1 3-[6-[[4-(1-oxa-8-azaspiro[4.5]decan-8-ylmethyl)phenyl]methyl]-2-oxo-benzo[cd]indol-1-yl]piperidine-2,6-dione